C(C)(C)(C)OC(N(C1CN(C1)C(C=C)=O)C)=O.OC1C(CC(CC1C1CCCCC1)C(C)(C)C1CC(C(C(C1)C1CCCCC1)O)C1CCCCC1)C1CCCCC1 2,2-bis(4-hydroxy-(3,5-dicyclohexyl)cyclohexyl)propane tert-butyl-N-methyl-N-(1-prop-2-enoylazetidin-3-yl)carbamate